F[C@@H]1[C@@H](C1)C1=NC(=NO1)C1(CCN(CC1)C(=O)NC=1C=NC=CC1N1CCN(CC1)C(C)C)C 4-(5-((1S,2S)-2-fluorocyclopropyl)-1,2,4-oxadiazol-3-yl)-N-(4-(4-isopropylpiperazin-1-yl)pyridin-3-yl)-4-methylpiperidine-1-carboxamide